ethylene glycol toluenedicarbamate C(C1=CC=CC=C1)(NC(=O)O)NC(=O)O.C(CO)O